5-(4-amino-1H-pyrazole-1-yl)-2-(6-(methyl(2,2,6,6-tetramethylpiperidin-4-yl)amino)pyridazin-3-yl)phenol NC=1C=NN(C1)C=1C=CC(=C(C1)O)C=1N=NC(=CC1)N(C1CC(NC(C1)(C)C)(C)C)C